[Cl-].C(CCCCC)[P+](CCCCCCCCCCCCCC)(CCCCCC)CCCCCC Trihexyl-Tetradecyl-Phosphonium Chloride